BrC=1C(=NC(=NC1)NC=1C(=NC(=C(C1)C)N1CCN(CC1)C)OC)NC=1C(=C2N=CC=NC2=CC1)P(C)C (6-((5-bromo-2-((2-methoxy-5-methyl-6-(4-methylpiperazin-1-yl)pyridin-3-yl)amino)pyrimidin-4-yl)amino)quinoxalin-5-yl)dimethylphosphine